C1=CC=CC=2C3=CC=CC=C3C(C12)COC(=O)N[C@H](C(=O)OC)[C@@H](C(C)C)O methyl (2S,3R)-2-((((9H-fluoren-9-yl)methoxy)carbonyl)amino)-3-hydroxy-4-methylpentanoate